NC=1C(=NC(=CC1)C=1C(=C2C(=NC1)NCC21CC1)OC)C(=O)N(C)C 3-Amino-6-(4'-methoxy-1',2'-dihydrospiro[cyclopropane-1,3'-pyrrolo[2,3-b]pyridin]-5'-yl)-N,N-dimethylpicolinamide